C(CCCCCCCCCCCC)P(O)(O)O.C(CCCCCCCCCCCC)P(O)(O)O.C(CCCCCCC)O[Ti](OCCCCCCCC)(OCCCCCCCC)OCCCCCCCC tetraoctyloxytitanium [di(tridecyl phosphite)]